diallyl-5-methoxytryptamine C(C=C)N(CCC1=CNC2=CC=C(C=C12)OC)CC=C